CN1C(N(C2=C1C=CC(=C2)C=2C=CC=C1C=C(N=CC21)C=2C=C(C(=NC2)C(=O)NCC#CC=2OC1=C(C2)C(=CC=C1)[C@H]1C(NC(CC1)=O)=O)C)C)=O (S)-5-(8-(1,3-dimethyl-2-oxo-2,3-dihydro-1H-benzo[d]imidazol-5-yl)isoquinolin-3-yl)-N-(3-(4-(2,6-dioxopiperidin-3-yl)benzofuran-2-yl)prop-2-yn-1-yl)-3-methylpicolinamide